CC=1C=C(C2=C(N=C(S2)NC(=O)C2CCN(CC2)S(=O)(=O)C2=CC=C(C=C2)OC(F)(F)F)C1)C N-(5,7-dimethylbenzo[d]thiazol-2-yl)-1-((4-(trifluoromethoxy)phenyl)sulfonyl)piperidine-4-carboxamide